((2R,3S,4R,5R)-5-(4-aminopyrrolo[2,1-f][1,2,4]triazin-7-yl)-5-cyano-3,4-dihydroxytetrahydrofuran-2-yl) methylcyclohexylformate methanesulfonate CS(=O)(=O)O.CC1(CCCCC1)C(=O)O[C@H]1O[C@@]([C@@H]([C@@H]1O)O)(C#N)C1=CC=C2C(=NC=NN21)N